[2-[2-[(dimethylamino)methyl]morpholin-4-yl]ethyl]-N,2-dimethyl-4-nitrobenzamide CN(C)CC1CN(CCO1)CCC=1C(=C(C(=O)NC)C=CC1[N+](=O)[O-])C